O=C1N[C@@]2(C(N1)=O)CN(CCC2)C(=O)OCC2=CC=CC=C2 benzyl (R)-2,4-dioxo-1,3,7-triazaspiro[4.5]decane-7-carboxylate